2-(4-Pyridyl)-2-propanol N1=CC=C(C=C1)C(C)(C)O